N=CCN iminoethyl-amine